1,3-di(3-aminopropyl)tetramethyl-disiloxane NCCC[Si](O[Si](CCCN)(C)C)(C)C